ClC(=O)OC1=CC=C2C(=C1)C(=NN2C(C)(C)C)C=2NC1=CC(=CC=C1C2)N 3-(6-amino-1H-indol-2-yl)-1-(tert-butyl)-1H-pyrazolo[3,4-d]Phenyl chloroformate